FC1=C(C=C(C(=C1O)F)C(F)(F)F)C1=NN(C2=NC(=NC=C21)N2CC(CCC2)O)C 1-(3-(2,4-Difluoro-3-hydroxy-5-(trifluoromethyl)phenyl)-1-methyl-1H-pyrazolo[3,4-d]pyrimidin-6-yl)piperidin-3-ol